ClC=1C=C2C(=CC1)NC(C21CCN(CC1)CCOC=1C=C2CCN3[C@H](C2=CC1)CCC3=O)=O (S)-5-chloro-1'-[2-({3-oxo-1H,2H,3H,5H,6H,10bH-pyrrolo[2,1-a]isoquinolin-8-yl}oxy)ethyl]-1,2-dihydrospiro[indole-3,4'-piperidin]-2-one